4-{8-Amino-3-[(3R,6aS,11aR)-6-oxooctahydro-1H,6H-pyrrolo[1',2':4,5]pyrazino[2,1-c][1,4]-oxazin-3-yl]imidazo[1,5-a]pyrazin-1-yl}-3-ethoxy-N-[4-(trifluoromethyl)pyridin-2-yl]benzamid NC=1C=2N(C=CN1)C(=NC2C2=C(C=C(C(=O)NC1=NC=CC(=C1)C(F)(F)F)C=C2)OCC)[C@H]2CN1[C@@H](CO2)CN2[C@H](C1=O)CCC2